C(C)(C)(C)[C@@H]1NCC12CN(CC2C(N[C@H](C(=O)NC)[C@@H](C)OCC21COC(CC2)CC1)=O)C(=O)C1=CN=CS1 tert-butyl-(S)-8-(((2S,3R)-3-((2-oxabicyclo[2.2.2]octan-4-yl)methoxy)-1-(methylamino)-1-oxobutan-2-yl)carbamoyl)-6-(thiazole-5-carbonyl)-2,6-diazaspiro[3.4]octane